tert-butyl 4-[[[3-[4-[(2,6-dioxo-3-piperidyl) carbamoyl]phenoxy]cyclobutyl]-isopropyl-amino]methyl]piperidine-1-carboxylate O=C1NC(CCC1NC(=O)C1=CC=C(OC2CC(C2)N(C(C)C)CC2CCN(CC2)C(=O)OC(C)(C)C)C=C1)=O